5-Amino-3-cyano-1-(2,6-dichloro-4-trifluoromethylphenyl)-4-trifluoromethyl-sulfinyl-pyrazole methyl-4-(2-methoxy-5-nitrophenyl)-6-methylnicotinate COC(C1=CN=C(C=C1C1=C(C=CC(=C1)[N+](=O)[O-])OC)C)=O.NC1=C(C(=NN1C1=C(C=C(C=C1Cl)C(F)(F)F)Cl)C#N)S(=O)C(F)(F)F